NC=1C=C(C=NC1C=1OC(=NN1)CO[Si](C(C)C)(C(C)C)C(C)C)S(=O)(=O)Cl 5-amino-6-(5-triisopropylsilanyloxymethyl-[1,3,4]oxadiazol-2-yl)-pyridine-3-sulfonyl chloride